trifluoro-butanol FC(CCCO)(F)F